ClC1=C(C=CC=C1Cl)C(C)C1=C(C=CC2=C1NC(=NS2(=O)=O)NCC2=C(C(=CC=C2)F)C)F 5-(1-(2,3-dichlorophenyl)ethyl)-6-fluoro-3-((3-fluoro-2-methylbenzyl)amino)-4H-benzo[e][1,2,4]thiadiazine 1,1-dioxide